FC(C=1C=CC(=NC1)CCC(=O)[O-])(F)F 3-[5-(trifluoromethyl) pyridin-2-yl]Propionate